(6R)-N-(2-amino-3-fluoro-4-((4-hydroxybenzyl)amino)phenyl)-6,7-difluoroheptanamide NC1=C(C=CC(=C1F)NCC1=CC=C(C=C1)O)NC(CCCC[C@H](CF)F)=O